COC([C@H](CC1=NC(=CC(=C1)C=C)Br)NC([C@H](C(C)C)COCC=C)=O)=O.COC1=CC=C(C=C1)\C=C\C (E)-1-Methoxy-4-(1-propenyl)benzene methyl-(S)-2-((R)-2-((allyloxy)methyl)-3-methylbutanamido)-3-(6-bromo-4-vinylpyridin-2-yl)propanoate